1-(2,4-difluoro-3-(3-morpholinoquinoxaline-6-carbonyl)phenyl)-3-(3-fluorophenyl)urea FC1=C(C=CC(=C1C(=O)C=1C=C2N=C(C=NC2=CC1)N1CCOCC1)F)NC(=O)NC1=CC(=CC=C1)F